rac-7-((3-(4-(Cyclopropanecarbonyl)piperazin-1-yl)-3-oxopropyl)amino)-6,6-dimethyl-4-(trifluoromethyl)-2,5,6,7-tetrahydro-3H-cyclopenta[c]pyridazin-3-one C1(CC1)C(=O)N1CCN(CC1)C(CCN[C@@H]1C(CC=2C1=NNC(C2C(F)(F)F)=O)(C)C)=O |r|